Cl.C(C)(C)(C)OCCN 2-tert-butoxyethan-amine hydrochloride